OC1=C(C=C(C=C1)/C=C/C(=O)N1CCN(CC1)S(=O)(=O)C1=CC(=CC=C1)C(F)(F)F)OC (E)-3-(4-hydroxy-3-methoxyphenyl)-1-(4-((3-(trifluoromethyl)phenyl)sulfonyl)piperazin-1-yl)prop-2-en-1-one